N-((6-(6,6-difluoro-3-azabicyclo[3.1.0]hexan-3-yl)-2-methylpyridin-3-yl)methyl)-2-methylpropane-2-sulfinamide FC1(C2CN(CC12)C1=CC=C(C(=N1)C)CNS(=O)C(C)(C)C)F